BrC1=CC=C(C=2C=C(OC21)CNC(=O)C=2C=NN1C2N=CC=C1)Cl N-((7-Bromo-4-chlorobenzofuran-2-yl)methyl)pyrazolo[1,5-a]pyrimidine-3-carboxamide